ClC=1C=C(C=CC1Cl)N(C(=O)C1CCN(CC1)S(=O)(=O)C)CCCN1CCC(CC1)CC1=CC=C(C=C1)S(=O)(=O)C(C)C N-(3,4-Dichlorophenyl)-N-(3-{4-[4-(isopropylsulfonyl)benzyl]-1-piperidinyl}propyl)-1-(methylsulfonyl)-4-piperidinecarboxamide